C(C)(C)(C)C1N(CC1NC1=CC(=C(C(=C1)Cl)C(=O)N1CCOCC1)Cl)C(=O)O.N[13C@@H]([13CH2][13CH2][13CH2]N[13C](N)=N)[13C](=O)O L-arginine-13C6 tert-butyl-3-(3,5-dichloro-4-(morpholine-4-carbonyl)phenylamino)azetidine-1-carboxylate